C(C)(C)(C)OC(=O)N1[C@H](C[C@H](CC1)OC1=NC(=NC=C1)Cl)C(F)(F)F (2R,4S)-4-((2-Chloropyrimidin-4-yl)oxy)-2-(trifluoromethyl)piperidine-1-carboxylic acid tert-butyl ester